C(=O)(OC(C)(C)C)N[C@@H](C)C(=O)O BOC-alanine